1,3,6,8-pyrenetetrasulfonic acid tetrasodium salt hydrate O.[Na+].[Na+].[Na+].[Na+].C1(=CC(=C2C=CC=3C(=CC(=C4C=CC1=C2C34)S(=O)(=O)[O-])S(=O)(=O)[O-])S(=O)(=O)[O-])S(=O)(=O)[O-]